C1(=CC=CC=C1)C(=O)[C@]1([C@@H](O)[C@H](O)[C@H](O1)CO)Br (phenylcarbonyl)-α-D-arabinofuranosyl bromide